3-{[(6-methoxypyridin-3-yl)acetyl]amino}-1H-pyrazol COC1=CC=C(C=N1)CC(=O)NC1=NNC=C1